NC1CCC(CC1)N1C=CC=2N=C(N=C(C21)C(=O)N)N2C=NC=C2 ((1r,4r)-4-aminocyclohexyl)-2-(1H-imidazol-1-yl)-5H-pyrrolo[3,2-d]pyrimidine-4-carboxamide